6,6'-[(3,3'-di-t-butyl-5,5'-dimethoxy-[1,1'-biphenyl]-2,2'-diyl)bis(oxy)]bis(6H-dibenzo[d,f][1,3,2]dioxaphosphepin) C(C)(C)(C)C=1C(=C(C=C(C1)OC)C1=C(C(=CC(=C1)OC)C(C)(C)C)OP1OC2=C(C3=C(O1)C=CC=C3)C=CC=C2)OP2OC3=C(C1=C(O2)C=CC=C1)C=CC=C3